COC([C@@H](NC(\C=C\C=1C(=NN(C1)C1=CC(=CC=C1)Cl)C1=CC=C(C=C1)N1CCOCC1)=O)CC1=CNC2=CC=CC=C12)=O (E)-(3-(1-(3-chlorophenyl)-3-(4-morpholinophenyl)-1H-pyrazol-4-yl)acryloyl)-L-tryptophan methyl ester